ClC=1C(=C(C=CC1Cl)NC1=NC=NC2=CC(=C(C=C12)OC1CN(C1)C(C=C)=O)OC)F 1-(3-((4-((3,4-dichloro-2-fluorophenyl)amino)-7-methoxyquinazolin-6-yl)oxy)azetidin-1-yl)prop-2-en-1-one